ClC1=NC(=CC(=C1)C(C12CN(CC2C1)C(=O)OC(C)(C)C)(F)F)Cl tert-Butyl 1-[(2,6-dichloro-4-pyridyl)-difluoro-methyl]-3-azabicyclo[3.1.0]hexane-3-carboxylate